(1S,3S,5R)-N-(2-fluoro-5-(1-methyl-1H-1,2,4-triazol-3-yl)-4-(trifluoromethyl)phenyl)-3-methyl-1-(5-methyl-1,3,4-oxadiazol-2-yl)-8-azabicyclo[3.2.1]octane-8-carboxamide FC1=C(C=C(C(=C1)C(F)(F)F)C1=NN(C=N1)C)NC(=O)N1[C@@]2(C[C@H](C[C@H]1CC2)C)C=2OC(=NN2)C